(R,R)-butane CCCC